3-n-propylcyclohexane-1,2-dicarboxylic acid, calcium salt [Ca+2].C(CC)C1C(C(CCC1)C(=O)[O-])C(=O)[O-]